ClC1=C(C(N(N=C1)COCC[Si](C)(C)C)=O)C(F)(F)F 5-chloro-4-(trifluoromethyl)-2-{[2-(trimethylsilyl)ethoxy]methyl}pyridazin-3(2H)-one